(but-2-ene-1,4-diyl)bis(2-(1-ethyl-3-methyl-1H-pyrazole-5-carboxamido)-1H-benzo[d]imidazole-5-carboxamide) C(C=CCN1C(=NC2=C1C=CC(=C2)C(=O)N)NC(=O)C2=CC(=NN2CC)C)N2C(=NC1=C2C=CC(=C1)C(=O)N)NC(=O)C1=CC(=NN1CC)C